ClC=1C=C(C=CC1C(F)(F)F)B(O)O [3-chloro-4-(trifluoromethyl)phenyl]boronic acid